4-(1-(4-cyclopropoxy-3-nitrophenyl)piperidin-4-yl)morpholine C1(CC1)OC1=C(C=C(C=C1)N1CCC(CC1)N1CCOCC1)[N+](=O)[O-]